3-[4-[8-chloro-7-[4-fluoro-2-methyl-3-(2-trimethylsilylethoxymethyl)benzimidazol-5-yl]oxy-quinoxalin-2-yl]pyrazol-1-yl]cyclobutanone ClC=1C(=CC=C2N=CC(=NC12)C=1C=NN(C1)C1CC(C1)=O)OC1=C(C2=C(N=C(N2COCC[Si](C)(C)C)C)C=C1)F